9-(Chlorocarbonyl)-3,9-diazaspiro[5.5]undecane-3-carboxylic acid tert-butyl ester C(C)(C)(C)OC(=O)N1CCC2(CC1)CCN(CC2)C(=O)Cl